methyl 3-(trans-4-((tert-butoxycarbonyl) amino) cyclohexyl)-3-methylbutanoate C(C)(C)(C)OC(=O)N[C@@H]1CC[C@H](CC1)C(CC(=O)OC)(C)C